Ethyl (E)-4-(4-(butoxy)-4-oxo-2-phenylbut-2-enamido)benzoate C(CCC)OC(/C=C(/C(=O)NC1=CC=C(C(=O)OCC)C=C1)\C1=CC=CC=C1)=O